C(C)(C)(C)C1=CC=C(C=C1)NCC1CCC(CC1)NCCO 2-(((1r,4r)-4-(((4-(tert-butyl)phenyl)amino)methyl)cyclohexyl)amino)ethan-1-ol